CN(C)CC=1C(=CC(=C2C(C(=COC12)C1=C(C=CC=C1)OC)=O)O)OC 8-[(Dimethylamino)methyl]-5-hydroxy-7-methoxy-3-(2-methoxyphenyl)-4H-chromen-4-one